(S)-N-(8,9-difluoro-6-oxo-1,4,5,6-tetrahydro-2H-pyrano[3,4-c]isoquinolin-1-yl)-5-(4-fluorophenyl)-N-methyl-1,2,4-oxadiazole-3-carboxamide FC=1C(=CC=2C3=C(NC(C2C1)=O)COC[C@H]3N(C(=O)C3=NOC(=N3)C3=CC=C(C=C3)F)C)F